((R)-1-((R)-4-amino-4-oxo-2-(pyrazine-2-carboxamido)butanamido)-4-phenylbutyl)boronic acid NC(C[C@H](C(=O)N[C@@H](CCCC1=CC=CC=C1)B(O)O)NC(=O)C1=NC=CN=C1)=O